F[C@H]1CN(CC1)C=1C2=C(N=CN1)CN(CC2)C(=O)C=2N=C(C1=C(N2)OC(=C1)C)NC1(CC1)C {4-[(3R)-3-fluoropyrrolidin-1-yl]-5H,6H,7H,8H-pyrido[3,4-d]pyrimidine-7-carbonyl}-6-methyl-N-(1-methylcyclopropyl)furo[2,3-d]pyrimidin-4-amine